tert-butyl (5-((5-chloro-3-cyanopyrazolo[1,5-a]pyrimidin-7-yl)amino)pyridin-2-yl)carbamate ClC1=NC=2N(C(=C1)NC=1C=CC(=NC1)NC(OC(C)(C)C)=O)N=CC2C#N